C(CC)(=O)O[C@@]1(C([C@@](CCC1)(C1=CC=C(C=C1)C(F)(F)F)NC)=O)C (1S,3R)-1-methyl-3-methylamino-2-oxo-3-(4-(trifluoromethyl)phenyl)cyclohexanol propionate